NC=1C=NN(C1)C1=C(C=C(C=C1)C(C(=O)N)C1=C(C=CC=C1)Cl)S(NCC1=C(C=C(C=C1)OC)OC)(=O)=O {4-(4-amino-1H-pyrazol-1-yl)-3-[(2,4-dimethoxybenzyl)sulfamoyl]phenyl}-2-(2-chlorophenyl)acetamide